CN1N=CC(=C1)C=1C=C(C(=O)NC(C(=O)O)CC)C=CC1 2-(3-(1-methyl-1H-pyrazol-4-yl)benzamido)butanoic acid